C(C)(C)(C)P(C1=CC=C(C=C1)N(C)C)(C(C)(C)C)[Pd-2](Cl)(Cl)P(C(C)(C)C)(C(C)(C)C)C1=CC=C(C=C1)N(C)C Bis(di-tert-butyl-(4-dimethylaminophenyl)phosphino)dichloropalladium (II)